COC=1C(=C(C(=CC1)C)C1=C2C(=NC(=C1)C#N)N(C=C2)CC(F)(F)F)C 4-(3-methoxy-2,6-dimethylphenyl)-1-(2,2,2-trifluoroethyl)pyrrolo[2,3-b]pyridine-6-carbonitrile